ClC=1C(=NC=CN1)[C@@H](C)O |r| (rac)-1-(3-Chloropyrazin-2-yl)ethan-1-ol